FC1=C2C=C(NC2=CC(=C1)F)C(=O)N([C@@H](C)C1=CNC(C2=CC=CC=C12)=O)C (S)-4,6-difluoro-N-methyl-N-(1-(1-oxo-1,2-dihydroisoquinolin-4-yl)ethyl)-1H-indole-2-carboxamide